Cl.Cl.COC(=O)[C@H]1NNCCC1 (3S)-1,2-diazacyclohexane-3-carboxylic acid methyl ester dihydrochloride